OC1=CC=C(C=C1)C1=CC(SS1)=S 5-(4-hydroxyphenyl)-3H-1,2-dithiole-3-thione